(R)-6-(1-(3-((tert-butoxycarbonyl)-amino)propyl)-1H-pyrazol-4-yl)chroman C(C)(C)(C)OC(=O)NCCCN1N=CC(=C1)C=1C=C2CCCOC2=CC1